N1=CC=CC=2CCN(CC12)CC(=O)NC=1C=C(C(=NC1)C)NC(=O)C1=NN=C2N1C=CC(=C2)C=2C=NN(C2)C N-(5-(2-(5,8-dihydro-1,7-naphthyridin-7(6H)-yl)acetamido)-2-methylpyridin-3-yl)-7-(1-methyl-1H-pyrazol-4-yl)-[1,2,4]triazolo[4,3-a]pyridine-3-carboxamide